Benzyl (S)-5-(2-((((9H-fluoren-9-yl)methoxy)carbonyl)amino)propanamido)thiophene-2-carboxylate C1=CC=CC=2C3=CC=CC=C3C(C12)COC(=O)N[C@H](C(=O)NC1=CC=C(S1)C(=O)OCC1=CC=CC=C1)C